C(C1=CC=CC=C1)OC=1C=C(C=C2C(=C([N+](CC12)=O)C1CCOCC1)C1=CC(=C(C=C1)F)F)F 8-benzyloxy-4-(3,4-difluorophenyl)-6-fluoro-2-oxo-3-tetrahydropyran-4-yl-isoquinolin-2-ium